2-(4-ethynylphenyl)-1-isopropyl-4-(trifluoromethyl)-1H-imidazole C(#C)C1=CC=C(C=C1)C=1N(C=C(N1)C(F)(F)F)C(C)C